tert-butyl 6-bromo-1H-pyrazolo[4,3-b]pyridine-1-carboxylate BrC=1C=C2C(=NC1)C=NN2C(=O)OC(C)(C)C